tris-methylsiloxymethylsilane C[SiH2]OC(O[SiH2]C)(O[SiH2]C)[SiH3]